decatetraene CC/C=C/C=C/C=C/C=C